C(C)(C)(C)OC(=O)N1C2CN(C(C1)C2)C2=NC(=NC1=C(C(=C(C=C21)Cl)Br)F)OC[C@H]2N(CCC2)C 5-(7-bromo-6-chloro-8-fluoro-2-(((S)-1-methylpyrrolidin-2-yl)methoxy)quinazolin-4-yl)-2,5-diazabicyclo[2.2.1]Heptane-2-carboxylic acid tert-butyl ester